3-(4-acetamidophenyl)-N-methyl-N-(3-pyridyl)imidazo[1,2-a]pyrazine-6-carboxamide C(C)(=O)NC1=CC=C(C=C1)C1=CN=C2N1C=C(N=C2)C(=O)N(C=2C=NC=CC2)C